CCCCCC/C=C/O octenol